C(C1=CC=CC=C1)C=1N(C(N(C1)C1CCN(CC1)C)=O)CC1=CC=C(C=C1)OCC(C)C 4-benzyl-3-(4-isobutoxybenzyl)-1-(1-methylpiperidin-4-yl)-1,3-dihydro-2H-imidazol-2-one